OC(C(=O)C1=CC=CC=C1)C1=CC=CC=C1 2-hydroxy-1,2-diphenyl-ethanone